C1(=CC=CC2=CC=CC=C12)C1=C(C(=O)N)C=CC(=C1[N+](=O)[O-])N1CCN(CC1)CC1=CC(=CC=C1)[N+](=O)[O-] (naphthalen-1-yl)-3-nitro-4-{4-[(3-nitrophenyl)methyl]piperazin-1-yl}benzamide